F[Si](C)(F)C(C#N)CC [difluoro(methyl)silyl]butanenitrile